CC1=CC(=C(C(N1)=O)CNC(=O)C1=CC2=C(ONO2)C=C1)SC N-((6-methyl-4-(methylthio)-2-oxo-1,2-dihydropyridin-3-yl)methyl)benzo[d][1,3]dioxazole-5-carboxamide